(R)-4-((3-acrylamidopiperidin-1-yl)methyl)-N-(6-(4-morpholino-7H-pyrrolo[2,3-d]pyrimidin-6-yl)pyridin-3-yl)picolinamide C(C=C)(=O)N[C@H]1CN(CCC1)CC1=CC(=NC=C1)C(=O)NC=1C=NC(=CC1)C1=CC2=C(N=CN=C2N2CCOCC2)N1